4-{[(1S)-2-hydroxy-1-phenylethyl]amino}-2-{[3-methyl-4-(methylsulfonyl)phenyl]amino}pyrimidine-5-carboxylic Acid OC[C@H](C1=CC=CC=C1)NC1=NC(=NC=C1C(=O)O)NC1=CC(=C(C=C1)S(=O)(=O)C)C